ClC1=C(C(=CC=C1)Cl)CCC1=CC2=C([C@@]3(CCN([C@@H]3CC2)C(=O)C2CCS(CC2)(=O)=O)S(=O)(=O)C2=CC=C(C=C2)F)C=C1 4-[(3aR,9bR)-7-[2-(2,6-dichlorophenyl)ethyl]-9b-(4-fluorobenzenesulfonyl)-1H,2H,3H,3aH,4H,5H,9bH-benzo[e]indole-3-carbonyl]-1λ6-thiane-1,1-dione